FC1=CC=CC(=N1)\C(\C)=N\[S@](=O)C(C)(C)C (R,E)-N-(1-(6-fluoropyridin-2-yl)ethylidene)-2-methylpropane-2-sulfinamide